1-(pyridin-3-yl)ethane-1-one O-trityl oxime C(C1=CC=CC=C1)(C1=CC=CC=C1)(C1=CC=CC=C1)ON=C(C)C=1C=NC=CC1